(4-propylcyclohexyl)-1,1'-biphenyl C(CC)C1CCC(CC1)C1=C(C=CC=C1)C1=CC=CC=C1